2-[(4-[(2-amino-3-chloropyridin-4-yl)oxy]-3-fluorophenyl)amino]-N-(3-cyanophenyl)pyridine-3-carboxamide NC1=NC=CC(=C1Cl)OC1=C(C=C(C=C1)NC1=NC=CC=C1C(=O)NC1=CC(=CC=C1)C#N)F